NC1=C(C=NC2=CC(=CC=C12)Br)NC(=O)[C@H]1CN(CC1)C(=O)OC(C)(C)C tert-butyl (R)-3-((4-amino-7-bromoquinolin-3-yl)carbamoyl)pyrrolidine-1-carboxylate